(3R)-3-amino-7-[5-[(2-amino-3,3,3-trifluoro-propyl)amino]-1,2,4-oxadiazol-3-yl]-5-[(4-chlorophenyl)methyl]-8-fluoro-1,1-dioxo-2,3-dihydro-1lambda6,5-benzothiazepin-4-one N[C@H]1CS(C2=C(N(C1=O)CC1=CC=C(C=C1)Cl)C=C(C(=C2)F)C2=NOC(=N2)NCC(C(F)(F)F)N)(=O)=O